NC1=NC=CC=C1N1CCC(CC1)(CO[Si](C)(C)C(C)(C)C)NC(OC(C)(C)C)=O tert-butyl (1-(2-aminopyridin-3-yl)-4-(((tertbutyldimethylsilyl)oxy) methyl) piperidin-4-yl)carbamate